NC1=NC=CC(=C1Cl)OC1=NC=C(C=N1)NC(=O)C1=CN(N=C(C1=O)C1=CC=C(C=C1)F)C1CC1 N-(2-((2-amino-3-chloropyridin-4-yl)oxy)pyrimidin-5-yl)-2-cyclopropyl-6-(4-fluorophenyl)-5-oxo-2,5-dihydropyridazine-4-carboxamide